phenol, N-nitroso-N-(1-naphthyl)hydroxylammonium salt N(=O)[NH+](C1=CC=CC2=CC=CC=C12)O.C1(=CC=CC=C1)O